(E)-3-(5-bromo-4-methylthiophen-2-yl)-4-methylpent-2-enoic acid ethyl ester C(C)OC(\C=C(/C(C)C)\C=1SC(=C(C1)C)Br)=O